Methyl 2-bromo-3-(4-fluorophenyl)-3-oxopropanoate BrC(C(=O)OC)C(=O)C1=CC=C(C=C1)F